ClC1=C(C=CC2=C1C(=NC(C=1N2N=CN1)C)C1=C(C=CC=C1F)F)Cl 7,8-dichloro-6-(2,6-difluorophenyl)-4-methyl-4H-[1,2,4]triazolo[1,5-a][1,4]benzodiazepine